ClC1=CC=C(OC(C(=O)NCC=2N=NN(C2)C2=CC=CC=3SC(=CC32)C(=O)OC)(C)C)C=C1 methyl 4-(4-((2-(4-chlorophenoxy)-2-methylpropanamido)methyl)-1H-1,2,3-triazol-1-yl)benzo[b]thiophene-2-carboxylate